1-(4-((2-isopropylpyridin-3-yl)amino)piperidin-1-yl)ethan-1-one C(C)(C)C1=NC=CC=C1NC1CCN(CC1)C(C)=O